(2-(naphthalen-2-yl)ethenyl)tetrahydrofuran C1=C(C=CC2=CC=CC=C12)C=CC1OCCC1